3-(3,4-difluorophenyl)-4-(5-(3,5-dimethylisoxazol-4-yl)-1-((trans)-4-methoxycyclohexyl)-1H-benzo[d]imidazol-2-yl)-1,3-oxazinan-2-one FC=1C=C(C=CC1F)N1C(OCCC1C1=NC2=C(N1[C@@H]1CC[C@H](CC1)OC)C=CC(=C2)C=2C(=NOC2C)C)=O